1-(5-(3-((5-cyano-4-(4-fluorophenyl)thiazol-2-yl)(methyl)amino)-2-ethylimidazo[1,2-a]pyridin-6-yl)pyrimidin-2-yl)-N-(piperidin-4-yl)piperidine-4-carboxamide hydrochloride Cl.C(#N)C1=C(N=C(S1)N(C1=C(N=C2N1C=C(C=C2)C=2C=NC(=NC2)N2CCC(CC2)C(=O)NC2CCNCC2)CC)C)C2=CC=C(C=C2)F